tert-butyl 5-methoxy-(((2S)-2-(4-(methoxycarbonyl) phenyl)-4-(5-methylthiophene-2-yl) piperidin-1-yl) methyl)-7-methyl-1H-indole-1-carboxylate COC=1C=C2C=C(N(C2=C(C1)C)C(=O)OC(C)(C)C)CN1[C@@H](CC(CC1)C=1SC(=CC1)C)C1=CC=C(C=C1)C(=O)OC